4-Dimethylamino-2-hydroxybenzaldehyd CN(C1=CC(=C(C=O)C=C1)O)C